N-((4-((4-(tert-butyl)phenyl)amino)cyclohexyl)methyl)-1H-pyrazol-4-amine C(C)(C)(C)C1=CC=C(C=C1)NC1CCC(CC1)CNC=1C=NNC1